4-(cyclopropyl(hydroxy)methyl)-N-(1-methylcyclopropyl)-1-oxo-1,2-dihydroisoquinoline-7-sulfonamide C1(CC1)C(C1=CNC(C2=CC(=CC=C12)S(=O)(=O)NC1(CC1)C)=O)O